OC1=CC=C(C=C1)/C=C/C=1C(=C(C(=C(C1C)O)C)O)C 5-[(E)-2-(4-Hydroxyphenyl)ethenyl]-2,4,6-trimethylbenzene-1,3-diol